4-((2,6-difluoro-4-(2-hydroxy-6-(trifluoromethyl)pyridin-4-yl)benzyl)oxy)phenyl sulfurofluoridate S(OC1=CC=C(C=C1)OCC1=C(C=C(C=C1F)C1=CC(=NC(=C1)C(F)(F)F)O)F)(=O)(=O)F